NC=1N=NC(=CC1N(CCC1=CC=C(C(=O)O)C=C1)C)C1=C(C=CC=C1)O 4-(2-[[3-amino-6-(2-hydroxyphenyl)pyridazin-4-yl](methyl)amino]ethyl)benzoic acid